3-(4-bromophenyl)-2-[[(2S,3R)-3-(tert-butoxycarbonylamino)-2-hydroxy-4-phenyl-butanoyl]amino]propanoic acid BrC1=CC=C(C=C1)CC(C(=O)O)NC([C@H]([C@@H](CC1=CC=CC=C1)NC(=O)OC(C)(C)C)O)=O